N-butyl-N-methylpyrrolidinium bis(trifluoromethanesulfonyl)imide [N-](S(=O)(=O)C(F)(F)F)S(=O)(=O)C(F)(F)F.C(CCC)[N+]1(CCCC1)C